ethyl 4-(6-oxohexyl)benzoate O=CCCCCCC1=CC=C(C(=O)OCC)C=C1